C=C1CCN(CC1)C(=O)[O-] 4-methylenepiperidine-1-carboxylate